C(C)(C)(C)OC(=O)NCCCNC1=CC=C(C=C1)C(C(=O)O)C1=CC=CC=C1 2-(4-((3-((tert-butoxycarbonyl)amino)propyl)amino)phenyl)-2-phenylacetic acid